1-(2-methoxy-5-methylphenyl)-3-methylbutan-2-amine COC1=C(C=C(C=C1)C)CC(C(C)C)N